CN1C(=[N+](C=C1)CCC)C 1,2-dimethyl-3-propylimidazolium